4-([[7-(2-methylpropanamido)thieno[3,2-d]pyrimidin-4-yl]amino]methyl)phenylboronic acid CC(C(=O)NC1=CSC2=C1N=CN=C2NCC2=CC=C(C=C2)B(O)O)C